2-hydroxyethyl-N,N,N-trimethylammonium OCC[N+](C)(C)C